(6-(2-((trans-3-(methoxymethyl)cyclobutyl)amino)pyrrolo[2,1-f][1,2,4]triazin-5-yl)imidazo[1,2-a]pyridin-3-yl)(pyrrolidin-1-yl)methanone COC[C@@H]1C[C@H](C1)NC1=NN2C(C=N1)=C(C=C2)C=2C=CC=1N(C2)C(=CN1)C(=O)N1CCCC1